3-[(4-(2-carbazolyl-ethoxy)phenyl)]propionic acid C1(=CC=CC=2C3=CC=CC=C3NC12)CCOC1=CC=C(C=C1)CCC(=O)O